COC=1C=C(CN(C2=CC=C(C=C2)CN2CCN(CC2)C)CC2=CC=C3C=CC=NC3=C2)C=CC1 N-(3-methoxybenzyl)-4-((4-methylpiperazin-1-yl)methyl)-N-(quinolin-7-ylmethyl)aniline